5-(Diaminomethylene)-1-((1s,4s)-4-((5,5-dimethyl-2,4-dioxoimidazolidin-1-yl)methyl)-4-methylcyclohexyl)-3-(4,4,4-trifluorobutyl)pyrimidine-2,4,6(1H,3H,5H)-trione NC(=C1C(N(C(N(C1=O)C1CCC(CC1)(C)CN1C(NC(C1(C)C)=O)=O)=O)CCCC(F)(F)F)=O)N